C(C)[Al](OC1=C(C=CC=C1C(C)(C)C)C(C)(C)C)OC1=C(C=CC=C1C(C)(C)C)C(C)(C)C ethyl-bis(2,6-di-t-butylphenoxy)aluminum